5-((4,4-difluoro-1-methylpyrrolidin-3-yl)oxy)-6-methoxyquinazolin-4-amine FC1(C(CN(C1)C)OC1=C2C(=NC=NC2=CC=C1OC)N)F